ClC=1C(=C(C(=CC1)C#N)C1=CN=CC(=N1)C(=O)NC=1C=NN(C1)[C@@H](C)C=1C=NC(=CC1)N1C([C@@H]2C[C@@H]2C1)=O)F |o1:23| 6-(3-Chloro-6-cyano-2-fluorophenyl)-N-(1-((S or R)-1-(6-((1R,5S)-2-oxo-3-azabicyclo[3.1.0]hexan-3-yl)pyridin-3-yl)ethyl)-1H-pyrazol-4-yl)pyrazine-2-carboxamide